C1(CCCCC1)NC(=O)NC1CCCCC1 N,N'-dicyclohex-ylurea